6-(2-bromopropionamido)-N-methoxy-N-methylnicotinamide BrC(C(=O)NC1=NC=C(C(=O)N(C)OC)C=C1)C